6-fluoro-7-((4-(6-(methylcarbamoyl)pyridin-3-yl)piperazin-1-yl)methyl)furo[3,4-c]quinolin-4(5H)-one FC1=C(C=CC=2C=3C(C(NC12)=O)=COC3)CN3CCN(CC3)C=3C=NC(=CC3)C(NC)=O